[Na+].COC=1C=C(C(C(=O)[O-])=CC1)O 4-methoxysalicylic acid sodium salt